O=S1([C@H](CC1)CN1C=NC2=C1C=C(C=C2)C(=O)O)=O 1-(((R)-1,1-dioxothietan-2-yl)methyl)-1H-benzo[d]imidazole-6-carboxylic acid